C(CCCCCCCC)(=O)OOC(CCCCCCCC)=O dipelargonyl peroxide